O=C1N(CCC(N1)=O)N1C(C2=CC=C(C=C2C1=O)CCCI)=O 2-(2,4-dioxotetrahydropyrimidin-1(2H)-yl)-5-(3-iodopropyl)isoindoline-1,3-dione